COC(CC1COCC1C(C(=O)[O-])OC1=C(C=CC=C1)OC)=O methyl-2-methoxyphenoxytetrahydrofuran-3,4-diyldiacetate